2,2,2-trifluoro-N-(3-fluoro-2-iodophenyl)acetamide FC(C(=O)NC1=C(C(=CC=C1)F)I)(F)F